1-(4-chlorophenyl)-3-(2-phenylbenzo[d]oxazol-6-yl)urea ClC1=CC=C(C=C1)NC(=O)NC1=CC2=C(N=C(O2)C2=CC=CC=C2)C=C1